2-(o-tolyloxy)acetic hydrazide C1(=C(C=CC=C1)OCC(=O)NN)C